F[C@@H](C(=O)NC1=C(C=C(C=C1)CCC1=CC=C(C=C1)C(F)(F)F)N1CCCCC1)[C@@H](CCCC)F (2S,3R)-2,3-Difluoro-N-(2-(piperidin-1-yl)-4-(4-(trifluoromethyl)phenethyl)phenyl)heptanamid